CN1N=C(C=C1C)NC1=NC=C(C(=N1)C1=CNC2=C(C=CC=C12)NC(CN1C[C@H](CC1)OC=1C2=C(SC1C(=O)OC)C=CC=C2)=O)C methyl (S)-3-((1-(2-((3-(2-((1,5-dimethyl-1H-pyrazol-3-yl)amino)-5-methylpyrimidin-4-yl)-1H-indol-7-yl)amino)-2-oxoethyl)pyrrolidin-3-yl)oxy)benzo[b]thiophene-2-carboxylate